di((Z)-tetracos-6-en-10-yl) methyl-L-glutamate CN[C@@H](CCC(=O)OC(CC\C=C/CCCCC)CCCCCCCCCCCCCC)C(=O)OC(CC\C=C/CCCCC)CCCCCCCCCCCCCC